(S)-N-(3-(3,4-dihydroisoquinolin-2(1H)-yl)-2-hydroxypropyl)-3-((tetrahydro-2H-pyran-4-yl)amino)benzamide C1N(CCC2=CC=CC=C12)C[C@H](CNC(C1=CC(=CC=C1)NC1CCOCC1)=O)O